CC=1C=C(\C=N\NC2=C3N=CN(C3=NC(=N2)N2CCOCC2)C2=CC(=NC=C2)C(F)(F)F)C=CC1 (E)-4-(6-(2-(3-methylbenzylidene)hydrazinyl)-9-(2-(trifluoromethyl)pyridin-4-yl)-9H-purin-2-yl)morpholine